(R)-1-(3,3-difluoro-1-methylpiperidin-4-yl)-8-(6-(3-(dimethylamino)azetidin-1-yl)pyridin-3-yl)-3-methyl-1,3-dihydro-2H-imidazo[4,5-c]quinolin-2-one FC1(CN(CC[C@H]1N1C(N(C=2C=NC=3C=CC(=CC3C21)C=2C=NC(=CC2)N2CC(C2)N(C)C)C)=O)C)F